NC1=C(C=C(N=N1)C1=C(C=CC=C1)O)N1CC2CCC(C1)N2C2=CC(=NC=C2)C#CCN2CCC1(CC1)CC2 2-[6-amino-5-[8-[2-[3-(6-azaspiro[2.5]octan-6-yl)prop-1-ynyl]-4-pyridyl]-3,8-diazabicyclo[3.2.1]octan-3-yl]pyridazin-3-yl]phenol